FC(C=1C=C(\C=N\C(C(=O)OC)(C=C)C2CCCCC2)C=C(C1)C(F)(F)F)(F)F (E)-methyl 2-((3,5-bis(trifluoromethyl) benzylidene) amino)-2-cyclohexylbut-3-enoate